2-(4-{2-[morpholin-2-yl]-3H-imidazo[4,5-b]pyridin-7-yl}piperidine-1-carbonyl)-5-(trifluoromethoxy)aniline N1CC(OCC1)C1=NC=2C(=NC=CC2C2CCN(CC2)C(=O)C2=C(N)C=C(C=C2)OC(F)(F)F)N1